FC=1C=2N(C=C(C1)C1=C(N=C(C=3N1N=NN3)N)C3=CC=C(C=C3)F)C=C(N2)C 5-(8-fluoro-2-methylimidazo[1,2-a]pyridin-6-yl)-6-(4-fluorophenyl)tetrazolo[1,5-a]pyrazin-8-amine